ClC=1C=C(C=CC1OC1=CC=NC=2C=C3C(=NC12)OCCO3)NC(=O)C3(CC3)C(=O)NC3=CC=C(C=C3)F 1-N'-[3-chloro-4-(2,3-dihydro-[1,4]dioxino[2,3-b][1,5]naphthyridin-6-yloxy)phenyl]-1-N-(4-fluorophenyl)cyclopropane-1,1-dicarboxamide